OC1=CC=C(C(C(C2=CC=CC=C2)=O)O)C=C1 4'-hydroxyl-benzoin